FC=1C=C(C#N)C=CC1Cl 3-fluoro-4-chlorobenzonitrile